3-(2,4-Dimethoxybenzyl)-11-(isobutoxymethyl)-8,8-dimethyl-7,10-dihydro-8H-pyrano[3'',4'':5',6']pyrido[3',2':4,5]thieno[3,2-d]pyrimidin-4(3H)-one COC1=C(CN2C=NC3=C(C2=O)SC2=C3C(=C3C(=N2)CC(OC3)(C)C)COCC(C)C)C=CC(=C1)OC